CC(C)(C)NC1=NC(=NC(=N1)NCCC=O)SC The molecule is a diamine and an aldehyde. It has a role as a metabolite and an antifouling biocide. It derives from a hydride of a 1,3,5-triazine.